FC1=C2C=C(NC2=CC=C1OC1=NC=NC2=CC(=C(C=C12)OC)OCC1CC(C1)O)C 3-((4-(4-fluoro-2-methyl-1H-indol-5-yloxy)-6-methoxyquinazolin-7-yloxy)methyl)cyclobutanol